NC1=CN(C2=C1C(N(C=C2)[C@H]2COCC2)=O)C (R)-3-amino-1-methyl-5-(tetrahydrofuran-3-yl)-1,5-dihydro-4H-pyrrolo[3,2-c]pyridin-4-one